The molecule is a nucleoside 5'-monophosphate(2-) that results from the removal of two protons from the phosphate group of 5'-xanthylic acid; major species at pH 7.3. It has a role as a human metabolite and a Saccharomyces cerevisiae metabolite. It is a conjugate base of a 5'-xanthylic acid. C1=NC2=C(N1[C@H]3[C@@H]([C@@H]([C@H](O3)COP(=O)([O-])[O-])O)O)NC(=O)NC2=O